BrC=1N=C(SC1)[C@H]([C@@H](C(=O)OCC)NC(=O)OC(C)(C)C)OCC=O ethyl (2S,3S)-3-(4-bromothiazol-2-yl)-2-((tert-butoxycarbonyl)amino)-3-(2-oxoethoxy)propanoate